FC(CN1CCN(CC1)C=1C=C2C(C(N(C(C2=CC1)=O)CC1=NC=C(C=C1)C=1OC(=NN1)C(F)F)=O)(C)C)(CC)F 6-(4-(2,2-difluorobutyl)piperazine-1-yl)-2-((5-(5-(difluoromethyl)-1,3,4-oxadiazole-2-yl)pyridine-2-yl)methyl)-4,4-dimethylisoquinoline-1,3(2H,4H)-dione